bis(2,4-bis-tert-butylphenyl)-pentaerythritol diphosphite OP(O)OP(O)O.C(C)(C)(C)C1=C(C=CC(=C1)C(C)(C)C)C(O)(C(CO)(CO)CO)C1=C(C=C(C=C1)C(C)(C)C)C(C)(C)C